N5-(3-(3,3-dimethylbut-1-yn-1-yl)phenyl)-N2,N5-dimethylpyrido[3,2-e][1,2,4]triazolo[4,3-a]pyrimidine-2,5-diamine CC(C#CC=1C=C(C=CC1)N(C1=NC=2N(C3=C1C=CC(=N3)NC)C=NN2)C)(C)C